ClC1=CC(=C(C=C1)/C=C/C(=O)N[C@H](C(=O)NC(C[C@H]1C(NCC1)=O)C(C(=O)NC1CC1)=O)CC(C)(C)C)C#N (2S)-2-((E)-3-(4-Chloro-2-cyanophenyl)acrylamido)-N-(4-(cyclopropylamino)-3,4-dioxo-1-((S)-2-oxopyrrolidin-3-yl)butan-2-yl)-4,4-dimethylpentanamid